COC1CC(N(C1)C)C(=O)N 4-methoxy-1-methyl-pyrrolidine-2-carboxamide